N1-(4-((2-(2,6-dioxopiperidin-3-yl)-1,3-dioxoisoindolin-5-yl)oxy)butyl)-N4-(2-(((S)-2-methylpyrrolidin-1-yl)methyl)-1H-benzo[d]imidazol-5-yl)terephthalamide O=C1NC(CCC1N1C(C2=CC=C(C=C2C1=O)OCCCCNC(C1=CC=C(C(=O)NC2=CC3=C(NC(=N3)CN3[C@H](CCC3)C)C=C2)C=C1)=O)=O)=O